C(C)OC(C(=O)C1=CC=CC=C1)OCC diethoxyacetophenone